5-bromo-1-(4-methoxybenzyl)-3-(oxetan-3-yloxy)-1H-pyrazolo[3,4-b]pyridine BrC=1C=C2C(=NC1)N(N=C2OC2COC2)CC2=CC=C(C=C2)OC